2-(2-(tert-butoxy)-2-oxoethyl)-5,6-difluoro-2,3-dihydro-1H-indene-2-carboxylic acid methyl ester COC(=O)C1(CC2=CC(=C(C=C2C1)F)F)CC(=O)OC(C)(C)C